FC=1C=C(C=C(C1)F)NC(=O)NC1=C(C=CC(=C1)F)C(=O)NN 1-(3,5-difluorophenyl)-3-(5-fluoro-2-hydrazinocarbonylphenyl)-urea